4-Butyl(trifluoromethyl)benzene C(CCC)C1=CC=C(C=C1)C(F)(F)F